OC=1C=C(C(=O)OC2=CC(=CC(=C2)C=CC2=CC(=C(C(=C2)O)O)O)O)C=C(C1O)O 3-hydroxy-5-(3,4,5-trihydroxystyryl)phenyl 3,4,5-trihydroxybenzoate